CC1=NC=C(C(=C1)C=1NC2=CC=C(C=C2C1C(C)C)C1CCN(CC1)C(CNC)=O)C 1-(4-(2-(2,5-dimethylpyridin-4-yl)-3-isopropyl-1H-indol-5-yl)piperidin-1-yl)-2-(methylamino)ethan-1-one